S1C(=NC2=C1C=CC=C2)COC2=CC=CC(=N2)C2CCN(CC2)CC2=NC1=C(N2CC2=CN=CN2CC)C=C(C=C1)C(=O)O 2-((4-(6-(benzo[d]thiazol-2-ylmethoxy)pyridin-2-yl)piperidin-1-yl)methyl)-1-((1-ethyl-1H-imidazol-5-yl)methyl)-1H-benzo[d]imidazole-6-carboxylic acid